BrC1=NC(=CC(=N1)N[C@@H]1[C@H](C2CCC1CC2)C(=O)OC)N2CC1=CC=CC=C1CC2 (2S,3S)-methyl 3-((2-bromo-6-(3,4-dihydroisoquinolin-2(1H)-yl)pyrimidin-4-yl)amino)bicyclo[2.2.2]octane-2-carboxylate